C(C)(=O)OC1=C(C=CC(=C1)C1CCC1)N1N=C2CCN(C[C@H]3C2=C1CCN3)C(\C=C\COC)=O |r| (R and S)-(E)-5-cyclobutyl-2-(7-(4-methoxybut-2-enoyl)-3,4,5,5a,6,7,8,9-octahydro-2H-1,2,5,7-tetraazabenzo[cd]azulen-2-yl)phenyl acetate